2-(3,5-dimethyl-1,2-oxazol-4-yl)ethanamine CC1=NOC(=C1CCN)C